CN1C=NC2=CC(=CC(=C2C1=O)OC1CCC(CC1)NC1=NC(=NC=C1)C)N1CCOCC1 3-methyl-5-[4-[(2-methylpyrimidin-4-yl)amino]cyclohexyloxy]-7-morpholino-quinazolin-4-one